2-[[6-(1,3-benzothiazol-2-ylamino)-5-methyl-pyridazin-3-yl]-pent-4-ynyl-amino]-5-[3-[2-fluoro-4-[3-(methylamino)prop-1-ynyl]phenoxy]propyl]-1,3-thiazole-4-carboxylic acid S1C(=NC2=C1C=CC=C2)NC2=C(C=C(N=N2)N(C=2SC(=C(N2)C(=O)O)CCCOC2=C(C=C(C=C2)C#CCNC)F)CCCC#C)C